BrC1=C(C(=C(C=C1)C=C1CNC1)C)F 3-[(4-bromo-3-fluoro-2-methyl-phenyl)methylene]azetidine